FC1(CN(CCC1)CC[C@@H](CC(=O)O)NC(=O)C=1N=C(N(C1)C1=C(C=CC=C1)C(F)(F)F)C1=NC=CC=C1)F (3S)-5-(3,3-difluoropiperidin-1-yl)-3-{[2-(pyridin-2-yl)-1-[2-(trifluoromethyl)phenyl]-1H-imidazol-4-yl]formamido}pentanoic acid